4-(5-cyclopropyl-1H-pyrazol-3-yl)-N2-(imidazo[1,2-b]pyridazin-3-yl)quinazoline-2,4-diamine C1(CC1)C1=CC(=NN1)C1(NC(=NC2=CC=CC=C12)NC1=CN=C2N1N=CC=C2)N